C(CCCCC)OC(C(C)C)=O HEXYLISOBUTYRAT